1-hydroxyethyl-pyridine-2(1H)-one OC(C)N1C(C=CC=C1)=O